NCC1=CC=C(C=C1)CN(C1=C(C(=NN1C(C1=C(C=CC=C1)F)=O)C1NCCNC1C(F)(F)F)C)C N-{[4-(Aminomethyl)phenyl]methyl}-1-(2-fluorobenzoyl)-N,4-dimethyl-3-[3-(trifluoromethyl)piperazin-2-yl]-1H-pyrazol-5-amin